4-[4-(4-aminopiperidin-1-yl)-1-(4-cyclopropylphenyl)-6-oxopyrimidin-2-yl]-2-fluorobenzonitrile NC1CCN(CC1)C=1N=C(N(C(C1)=O)C1=CC=C(C=C1)C1CC1)C1=CC(=C(C#N)C=C1)F